3-fluoro-5-(5-fluoro-1H-pyrazol-4-yl)-2-{3-[(3S)-3-(propan-2-yl)piperazin-1-yl]-1,2,4-triazin-6-yl}phenol FC=1C(=C(C=C(C1)C=1C=NNC1F)O)C1=CN=C(N=N1)N1C[C@@H](NCC1)C(C)C